Ethyl 2-(2-fluoro-4-((5-oxo-4-(4-(trifluoromethoxy) phenyl)-4,5-dihydro-1H-1,2,4-triazol-1-yl) methyl) phenoxy)-2-methylpropionate FC1=C(OC(C(=O)OCC)(C)C)C=CC(=C1)CN1N=CN(C1=O)C1=CC=C(C=C1)OC(F)(F)F